α-hydroxyarachidic acid OC(C(=O)O)CCCCCCCCCCCCCCCCCC